COC1=CC=C(C=C1)N(C1=CC=C(C=C1)OC)C1(CC=2C3(C4=CC(=CC=C4C2C=C1)N(C1=CC=C(C=C1)OC)C1=CC=C(C=C1)OC)C1=CC(=CC=C1C=1C=CC=CC13)N(C1=CC=C(C=C1)OC)C1=CC=C(C=C1)OC)N(C1=CC=C(C=C1)OC)C1=CC=C(C=C1)OC 2,2,7,7'-tetra[N,N-di(4-methoxyphenyl)amino]-9,9'-spirobifluorene